titanium-silver-gold [Au].[Ag].[Ti]